tert-butyl 2-aminoisobutyrate NC(C(=O)OC(C)(C)C)(C)C